C(C)(C)N1CCC(=CC1)C1=CC=C(C=C1)B1OC(C(O1)(C)C)(C)C 1-isopropyl-4-(4-(4,4,5,5-tetramethyl-1,3,2-dioxaborolan-2-yl)phenyl)-1,2,3,6-tetrahydropyridine